ClC1=C(C(=O)OC)C=C(C=C1[N+](=O)[O-])Br methyl 2-chloro-5-bromo-3-nitrobenzoate